COC=1C=C(C=CC1)C=1N(C2=CC=CC(=C2C1)N[SH3]1CCCCC1)CC(F)(F)F {[2-(3-methoxyphenyl)-1-(2,2,2-trifluoroethyl)-1H-indol-4-yl]amino}-1λ6-thiane